NC1=C(C(=NN1C(C(C)C)C(F)(F)F)C1=CC=C(C=C1)CNC(C1=C(C=CC(=C1)F)OC)=O)C(=O)N 5-amino-3-[4-[[(5-fluoro-2-methoxy-benzoyl)amino]methyl]phenyl]-1-[2-methyl-1-(trifluoromethyl)propyl]pyrazole-4-carboxamide